ClC=1C(=NC=CC1)N1N=C(C=C1C(=O)NC=1C(=CC=2N(C1C(=O)NCC#N)N=CC2)C)OCC(F)(F)F 6-(1-(3-Chloropyridin-2-yl)-3-(2,2,2-trifluoroethoxy)-1H-pyrazol-5-carboxamido)-N-(cyanomethyl)-5-methylpyrazolo[1,5-a]pyridin-7-carboxamid